ethyl (S)-2-(4-((tert-butoxycarbonyl)amino)phenyl)-3,4,5,6-tetrahydropyridine-3-carboxylate C(C)(C)(C)OC(=O)NC1=CC=C(C=C1)C1=NCCC[C@@H]1C(=O)OCC